chloro-N-[(1S,2S,3S,5R)-2,6,6-trimethylnorpinan-3-yl]-1H-pyrrolo[2,3-c]pyridine-2-carboxamide ClN1C(=CC=2C1=CN=CC2)C(=O)N[C@@H]2[C@H]([C@H]1C([C@@H](C2)C1)(C)C)C